C(C)OC1=NC(=CC(=C1)C1=CC(=C2C(=N1)N=C(N2)NC(=O)C2=CC=C(C=N2)CCCC(=O)O)N(C)CC2(CCCC2)COC)C(F)(F)F 4-[6-({5-[2-Ethoxy-6-(trifluoromethyl)pyridin-4-yl]-7-({[1-(methoxymethyl)cyclopentyl]methyl}(methyl)amino)-1H-imidazo[4,5-b]pyridin-2-yl}carbamoyl)pyridin-3-yl]butanoic acid